(4Z)-4-(1,3-benzothiazol-6-ylmethylene)-2-[[(1S,2S)-2-hydroxyindan-1-yl]amino]-1H-imidazol-5-one S1C=NC2=C1C=C(C=C2)\C=C\2/N=C(NC2=O)N[C@@H]2[C@H](CC1=CC=CC=C21)O